(4R)-4-allyl-2-(4-methoxyphenyl)-1,3-dioxolane C(C=C)[C@H]1OC(OC1)C1=CC=C(C=C1)OC